COC1=CC=C(C=C1)CN1C(N(CCC1=O)C1=CN=CC2=C(C=CC=C12)N1CCN(CC1)C(=O)OC(C)(C)C)=O Tert-butyl 4-(4-{3-[(4-methoxyphenyl)methyl]-2,4-dioxo-1,3-diazinan-1-yl}isoquinolin-8-yl)piperazine-1-carboxylate